COC1=CC2=C(C=3C=COC31)C=C(S2)C(CCC(=O)OC(C)(C)C)=O tert-butyl 4-(4-methoxythieno[3,2-e]benzofuran-7-yl)-4-oxobutanoate